4-(dodec-3-en-6-yloxy)-3-ethoxybenzaldehyde CCC=CCC(CCCCCC)OC1=C(C=C(C=O)C=C1)OCC